6-{8-fluoro-2-methylimidazo[1,2-a]pyridin-6-yl}-3-(pyrrolidin-3-yl)thieno[3,2-d]pyrimidin-4-one FC=1C=2N(C=C(C1)C1=CC=3N=CN(C(C3S1)=O)C1CNCC1)C=C(N2)C